O1CCOC2=C1C=CC=C2C=2N=C(SC2)C2=NC(=CC=C2C(=O)N)C [4-(2,3-dihydro-1,4-benzodioxin-5-yl)thiazol-2-yl]-6-methyl-pyridine-3-carboxamide